N[C@@H](CSC(C)(C)CCO)C(=O)O L-Felinine